Cl.N[C@@H](CC(=O)OCC=C)C(=O)NCCC1=CC2=C(OCO2)C=C1 Allyl (S)-3-amino-4-((2-(benzo[d][1,3]dioxol-5-yl)ethyl)amino)-4-oxobutanoate hydrochloride